1,3-dibenzyloxypropane C(C1=CC=CC=C1)OCCCOCC1=CC=CC=C1